ClC1=CC(=C(N=N1)C(=O)NC)NC1=C(C(=CC=C1)C1=NN(C=N1)C)OC 6-chloro-4-((2-methoxy-3-(1-methyl-1H-1,2,4-triazol-3-yl)phenyl)amino)-N-methyl-pyridazine-3-carboxamide